CC1(O[C@@H]2[C@H](O1)[C@H](CC2=O)C2=CC(=CC=C2)C=2C=NSC2)C (3aR,6R,6aR)-2,2-dimethyl-6-[3-(1,2-thiazol-4-yl)phenyl]-tetrahydrocyclopenta[d][1,3]dioxol-4-one